((1R,2R,3S,4R)-4-(2-amino-6-oxo-1,6-dihydro-9H-purin-9-yl)-2,3-dihydroxycyclopentyl)methyl monohydrogen triphosphate trisodium salt [Na+].[Na+].[Na+].O(P(O)(=O)OP(=O)([O-])OP(=O)([O-])[O-])C[C@@H]1[C@H]([C@H]([C@@H](C1)N1C=2N=C(NC(C2N=C1)=O)N)O)O